F[B-](F)(F)F.C(CCCCCCCCC)N1C=[N+](C=C1)C 1-Decyl-3-methylimidazolium tetrafluoroborat